Cl.FC=1C=C(C=CC1)[C@H](CNC(C[C@H]1C(NCC1)=O)(C)C)O (S)-3-(2-(((R)-2-(3-Fluorophenyl)-2-hydroxyethyl)amino)-2-methyl-propyl)pyrrolidin-2-one hydrochloride